Hydroxyethyl methacrylat C(C(=C)C)(=O)OCCO